OC1=CC=C(C=C1)N(C(=O)C=1C=C(N2CCCCC12)C1=C(C=CC=C1)C(=O)N1CC2=CC=CC=C2C[C@H]1CN1CCOCC1)CC1=C(C(=CC=C1)OC)C N-(4-hydroxyphenyl)-N-(3-methoxy-2-methylbenzyl)-3-(2-{[(3S)-3-(morpholin-4-ylmethyl)-3,4-dihydroisoquinolin-2(1H)-yl]carbonyl}phenyl)-5,6,7,8-tetrahydroindolizine-1-carboxamide